2-(2-(2-iodoethoxy)ethoxy)acetamide ICCOCCOCC(=O)N